(S)-2-(2,6-dichlorobenzoylamino)-3-(5-(3-(trifluoromethyl)pyrazin-2-yl)quinolin-8-yl)propionic acid ClC1=C(C(=O)N[C@H](C(=O)O)CC=2C=CC(=C3C=CC=NC23)C2=NC=CN=C2C(F)(F)F)C(=CC=C1)Cl